C12CNCC(N1C=1C=C3CN(C(C3=CC1F)=O)C1CNCCC1)C2 3-(5-(3,6-diazabicyclo[3.1.1]heptane-6-yl)-6-fluoro-1-oxoisoindoline-2-yl)piperidine